C(#N)C1=C(C=C(C=C1)C(C(C(=O)N)(C)O)OC1=CC=C(C=C1)C#N)C(F)(F)F (4-cyano-3-(trifluoromethyl)phenyl)-3-(4-cyanophenoxy)-2-hydroxy-2-methylpropanamide